1-((2-aminopyridin-4-yl)methyl)-5,5-dimethyl-3-(4-(thiazol-2-yl)phenyl)imidazolidine-2,4-dione NC1=NC=CC(=C1)CN1C(N(C(C1(C)C)=O)C1=CC=C(C=C1)C=1SC=CN1)=O